Ethyl 2-(5-(2,2'-dimethyl-[1,1'-biphenyl]-3-yl)isoindolin-2-yl)acetate CC1=C(C=CC=C1C=1C=C2CN(CC2=CC1)CC(=O)OCC)C1=C(C=CC=C1)C